ClC=1C=C(C=CC1F)[C@@H](NC(=O)[C@@H]1CNC(O1)=O)C1=NC(=CC=C1)C(F)(F)F (S)-N-((R)-(3-chloro-4-fluorophenyl)(6-(trifluoromethyl)pyridin-2-yl)methyl)-2-oxooxazolidine-5-carboxamide